C(CC)(=O)C1=CNC=C1 3-propanoylpyrrole